N-[3-(pyrrolidine-1-sulfonyl)phenyl]-2-(4-{1H-pyrrolo[2,3-d]pyrimidin-4-yl}piperazin-1-yl)acetamide N1(CCCC1)S(=O)(=O)C=1C=C(C=CC1)NC(CN1CCN(CC1)C1=C2C(NC=N1)=NC=C2)=O